C(C1=CC=CC=C1)OC1=C(C(OC12CCC(CC2)OCCOCCN2CCN(CC2)CCOCCOCC(=O)OC(C)(C)C)=O)C2=C(C=C(C=C2C)C)C tert-butyl 2-(2-(2-(4-(2-(2-(((5s,8s)-4-(benzyloxy)-3-mesityl-2-oxo-1-oxaspiro[4.5]dec-3-en-8-yl)oxy)ethoxy)ethyl)piperazin-1-yl)ethoxy)ethoxy)acetate